imidazo[1,5-b]pyridazine-2-carboxamide N=1N2C(C=CC1C(=O)N)=CN=C2